(RS)-1-(4-chlorophenoxy)-1-(1H-imidazol-1-yl)-3,3-dimethylbutan-2-one ClC1=CC=C(O[C@H](C(C(C)(C)C)=O)N2C=NC=C2)C=C1 |r|